tert-butyl 3-[[2,4-dichloro-5-[[(1S)-1-(2-pyrimidin-2-yl-1,2,4-triazol-3-yl)ethyl]carbamoylamino]phenoxy] methyl]azetidine-1-carboxylate ClC1=C(OCC2CN(C2)C(=O)OC(C)(C)C)C=C(C(=C1)Cl)NC(N[C@@H](C)C=1N(N=CN1)C1=NC=CC=N1)=O